C(C)(C)C1=CC2=C(C(=NNC2=O)C(C)C)S1 2,7-diisopropylthieno[2,3-d]pyridazin-4(5H)-one